4-(hydroxy(methyl)phosphoryl)-2-oxobutanoic acid OP(=O)(C)CCC(C(=O)O)=O